7-(2,2-difluoro-6-(2-methylpyridin-4-yl)morpholino)-5-(methylthio)-1,3-dihydro-10H-furo[3,4-d]pyrazino[1,2-a]pyrimidin-10-one FC1(OC(CN(C1)C=1N=C(C=2N(C(C3=C(N2)COC3)=O)C1)SC)C1=CC(=NC=C1)C)F